C(CC)(=O)OCCCCCCCCCC Propanoic acid, decyl ester